2-azabicyclo[3.1.0]hexan C12NCCC2C1